6-Bromo-3-(2-oxopropoxy)furo[3,2-b]pyridine-2-carboxylic acid methyl ester COC(=O)C1=C(C2=NC=C(C=C2O1)Br)OCC(C)=O